N1=C(C=CC=C1)CS(=O)(=O)N 1-(pyridin-2-yl)methanesulfonamide